[Br-].C[N+](CCCCCCCCCCCCCCCCCC)(CCCCCCCCCCCCCCCCCC)C dimethyldioctadecyl-ammonium bromide